1,2-bis(5-bromo-2-methylthiophene-3-yl)perfluorocyclopentene BrC1=CC(=C(S1)C)C1=C(C(C(C1(F)F)(F)F)(F)F)C1=C(SC(=C1)Br)C